C(#N)N1CC(CCC1)(F)C=1NC=2C(=NC(=CC2)C2=CC(=NC=C2)C#N)N1 4-(2-(1-cyano-3-fluoropiperidin-3-yl)-1H-imidazo[4,5-b]pyridin-5-yl)picolinenitrile